2'-chloro-N-[5-(4-fluoro-1,5-dimethyl-1H-pyrazole-3-carbonyl)-4H,5H,6H-pyrrolo[3,4-d][1,3]thiazol-2-yl]-5'-methoxy-6-methyl-[4,4'-bipyridine]-3-carboxamide ClC1=NC=C(C(=C1)C1=C(C=NC(=C1)C)C(=O)NC=1SC2=C(N1)CN(C2)C(=O)C2=NN(C(=C2F)C)C)OC